FC1=C(C=CC=C1)NC1=NC(=CC(=C1)NC(OC(C)(C)C)=O)C(N(C1=CC=CC=C1)C)=O Tert-butyl (2-((2-fluorophenyl)amino)-6-(methyl(phenyl)carbamoyl)pyridin-4-yl)carbamate